C(C)(=O)N1CCC(CC1)NCC=1C(=CC(=NC1)C(=O)NC1=C(C(=CC=C1)C1=NC=CC(=C1Cl)C1=NC(=C(C=C1)CNC[C@@H]1NC(CC1)=O)OC)Cl)OC (R)-5-(((1-acetylpiperidin-4-yl)amino)methyl)-N-(2-chloro-3-(3'-chloro-6-methoxy-5-((((5-oxopyrrolidin-2-yl)methyl)amino)methyl)-[2,4'-bipyridin]-2'-yl)phenyl)-4-methoxypicolinamide